[(3S,5R)-5-(2,4-dioxo-3H-pyrimidin-1-yl)-3-methoxy-2-[(trifluoromethanesulfonyloxy)methyl]oxolan-2-yl]methyl trifluoromethanesulfonate FC(S(=O)(=O)OCC1(O[C@H](C[C@@H]1OC)N1C(NC(C=C1)=O)=O)COS(=O)(=O)C(F)(F)F)(F)F